BrC1=CC(=C(C(=C1)F)NC(=O)C1CCN(CC1)C1CC1)C(N)=O N-(4-bromo-2-carbamoyl-6-fluorophenyl)-1-cyclopropylpiperidine-4-carboxamide